COC([C@H]1NC([C@H](C1)C)=O)=O (2s,4s)-4-methyl-pyroglutamic acid methyl ester